N1=CC(=CC=C1)/C=C/CC(=O)NC=1C=CC(=NC1)C(=O)NC1=C(C=C(C=C1)F)N 5-((E)-4-(pyridin-3-yl)but-3-enamido)-N-(2-amino-4-fluorophenyl)pyridine-2-carboxamide